NC=1C(=C(C(=O)OC)C=CC1)Cl methyl 3-amino-2-chlorobenzoate